C(#N)C1=C(C=CC(=C1)C(F)(F)F)N1CCC(CC1)(C(=O)O)C=1C=NC(=CC1)C=1N(C=CC1)C 1-[2-cyano-4-(trifluoromethyl)phenyl]-4-[6-(1-methyl-1H-pyrrol-2-yl)pyridin-3-yl]piperidine-4-carboxylic acid